4,5,6,7-tetrahydrobenzo[c]isoxazole-3-carboxamide N=1OC(=C2C1CCCC2)C(=O)N